benzyl (2-(2-(((1R,5S,6s)-3-(1-methyl-3-(thiazol-4-yl)-1H-pyrazole-5-carbonyl)-3-azabicyclo[3.1.0]hexan-6-yl)oxy)-6-(1-methylcyclopentyl)pyridin-4-yl)propan-2-yl)carbamate CN1N=C(C=C1C(=O)N1C[C@@H]2C([C@@H]2C1)OC1=NC(=CC(=C1)C(C)(C)NC(OCC1=CC=CC=C1)=O)C1(CCCC1)C)C=1N=CSC1